((4aR,7aS)-hexahydropyrrolo[3,4-b][1,4]oxazin-6(2H)-yl)methanone O1[C@@H]2[C@H](NCC1)CN(C2)C=O